5-vinyl-N-[(1s,2s)-2-hydroxycyclohexyl]-6-methylpyridine-3-carboxamide C(=C)C=1C=C(C=NC1C)C(=O)N[C@@H]1[C@H](CCCC1)O